4-(1-hydroxypropyl)-N-(6-methyl-5-(7-(methylamino)-1,6-naphthyridin-3-yl)pyridin-3-yl)picolinamide OC(CC)C1=CC(=NC=C1)C(=O)NC=1C=NC(=C(C1)C=1C=NC2=CC(=NC=C2C1)NC)C